BrCCCCC1=CC2=C(N(C(N2C)=O)C2C(NC(CC2)=O)=O)C=C1 3-[5-(4-bromo-butyl)-3-methyl-2-oxo-1,3-benzo-diazol-1-yl]piperidine-2,6-dione